4-(4-(3-((6-bromopyridin-3-yl)oxy)propyl)piperazin-1-yl)-1H-indole hydrochloride Cl.BrC1=CC=C(C=N1)OCCCN1CCN(CC1)C1=C2C=CNC2=CC=C1